5-(4-ethylindol-1-yl)sulfonyl-2H-isoquinolin-1-one di-tert-butyl-((2S)-1-((tert-butyldiphenylsilyl)oxy)-6-methylheptane-2,5-diyl)dicarbamate C(C)(C)(C)N(C(O)=O)[C@H](CO[Si](C1=CC=CC=C1)(C1=CC=CC=C1)C(C)(C)C)CCC(C(C)C)N(C(O)=O)C(C)(C)C.C(C)C1=C2C=CN(C2=CC=C1)S(=O)(=O)C1=C2C=CNC(C2=CC=C1)=O